2-bromobenzo[d]thiazol-6-amine BrC=1SC2=C(N1)C=CC(=C2)N